3H-oxazolo[4,5-B]pyridine O1CNC2=NC=CC=C21